(S)-2-(3-Cyclopropyl-1-isopropyl-4-oxo-1,4-dihydro-5H-pyrazolo[3,4-d]pyridazin-5-yl)-N-(1-(p-tolyl)ethyl)acetamid C1(CC1)C1=NN(C=2C=NN(C(C21)=O)CC(=O)N[C@@H](C)C2=CC=C(C=C2)C)C(C)C